Tert-butyl (R)-(3-(3-fluorophenyl)-1-oxo-1-((4-(pyridin-4-yl)phenyl)amino)propan-2-yl)(2-(2-(methylamino)ethoxy)ethyl)carbamate FC=1C=C(C=CC1)C[C@H](C(NC1=CC=C(C=C1)C1=CC=NC=C1)=O)N(C(OC(C)(C)C)=O)CCOCCNC